IC1=CSC2=C1CC(CC2)N(C([O-])=O)C N-(3-iodo-4,5,6,7-tetrahydrobenzothiophen-5-yl)-N-methyl-carbamate